1-(furan-2-ylmethyl)-3-(phenylethynyl)-4-(4-(trifluoromethyl)phenyl)-1H-pyrrole-2,5-dione O1C(=CC=C1)CN1C(C(=C(C1=O)C1=CC=C(C=C1)C(F)(F)F)C#CC1=CC=CC=C1)=O